5-(4-{4-chloro-3-[(7,8,9,10-tetrahydro[1,2,4]triazolo[3,4-a]phthalazin-6-yl)oxy]phenyl}piperazin-1-yl)-2-[(3R)-2,6-dioxopiperidin-3-yl]-1H-isoindole-1,3(2H)-dione ClC1=C(C=C(C=C1)N1CCN(CC1)C=1C=C2C(N(C(C2=CC1)=O)[C@H]1C(NC(CC1)=O)=O)=O)OC1=NN2C(C=3CCCCC13)=NN=C2